2,4-Dimethylpentan-3-one CC(C)C(C(C)C)=O